C1(CC1)C1=NN=C(N1C1=C(C=CC(=C1)F)N1C=C(C=2C1=CN=CC2)C2CN(CCC2)CC2=CC1=C(NC(N1)=O)C=C2)C 5-((3-(1-(2-(3-cyclopropyl-5-methyl-4H-1,2,4-triazol-4-yl)-4-fluorophenyl)-1H-pyrrolo[2,3-c]pyridin-3-yl)piperidin-1-yl)methyl)-1H-benzo[d]imidazol-2(3H)-one